bis(4-((1,3-bis((2-methyloctanoyl)oxy)propan-2-yl)oxy)-4-oxobutyl)ammonium Chloride [Cl-].CC(C(=O)OCC(COC(C(CCCCCC)C)=O)OC(CCC[NH2+]CCCC(OC(COC(C(CCCCCC)C)=O)COC(C(CCCCCC)C)=O)=O)=O)CCCCCC